C(C)(C)(C)OC(=O)N1C[C@H]([C@@H](CC1)C1=CC=C(C=C1)OC)CN(C1=CC=C2CN(C(C2=C1)=O)C(=O)OC(C)(C)C)C |r| (+/-)-trans-tert-Butyl 6-({[1-(tert-Butoxycarbonyl)-4-(4-methoxyphenyl)-piperidin-3-yl]methyl}[methyl]amino)-1-oxoisoindoline-2-carboxylate